bis(4-(tert-butyl)-2-methylphenyl)amine C(C)(C)(C)C1=CC(=C(C=C1)NC1=C(C=C(C=C1)C(C)(C)C)C)C